C(#N)COC1=C(C=C(C=C1)CC)S(=O)(=O)NC1=NOC2=C1C(=CC(=C2)CN2N=CC(=C2)CNC(OC(C)(C)C)=O)OC tert-butyl ((1-((3-((2-(cyanomethoxy)-5-ethylphenyl)sulfonamido)-4-methoxybenzo[d]isoxazol-6-yl)methyl)-1H-pyrazol-4-yl)methyl)carbamate